FC1=CN=C2C[C@@H](CNC2=C1)[C@@H](C1=CC=CC=C1)NC[C@H](C)C=1C=C(C=CC1C)CC(=O)O |o1:20| 2-(3-((R or S)-1-(((S)-((S)-7-fluoro-1,2,3,4-tetrahydro-1,5-naphthyridin-3-yl)(phenyl)methyl)amino)propan-2-yl)-4-methylphenyl)acetic acid